2-(4-(3,4-difluorophenoxy)phenyl)-6-hydroxy-4H-chromen-4-one Ethyl-2-(2,4-difluorophenyl)-6-methylimidazo[1,2-b]pyridazine-3-carboxylate C(C)OC(=O)C1=C(N=C2N1N=C(C=C2)C)C2=C(C=C(C=C2)F)F.FC=2C=C(OC1=CC=C(C=C1)C=1OC3=CC=C(C=C3C(C1)=O)O)C=CC2F